Furan-2-carboxylic acid tert-butyl ester C(C)(C)(C)OC(=O)C=1OC=CC1